Z-N-Trifluoroacetyl-2,5-dimethoxy-4-(2-fluorovinyl)amphetamine FC(C(=O)NC(C)CC1=C(C=C(C(=C1)OC)\C=C/F)OC)(F)F